[(7S,9aR)-7-(4-chlorophenyl)-7-hydroxy-3,4,6,8,9,9a-hexahydro-1H-pyrido[1,2-a]pyrazin-2-yl]-[3-(4-methyl-1H-pyrazol-3-yl)phenyl]methanone ClC1=CC=C(C=C1)[C@]1(CC[C@H]2N(CCN(C2)C(=O)C2=CC(=CC=C2)C2=NNC=C2C)C1)O